tert-Butyl (4-(5-chloro-1-hydroxy-3-(((R)-4-methylmorpholin-2-yl)methoxy)-7,9-dihydrofuro[3,4-f]quinazolin-6-yl)-3-cyano-7-fluorobenzo[b]thiophen-2-yl)carbamate ClC1=C(C2=C(C=3C(=NC(=NC13)OC[C@H]1CN(CCO1)C)O)COC2)C2=CC=C(C=1SC(=C(C12)C#N)NC(OC(C)(C)C)=O)F